Cl.ClC1=C(C(=CC=C1C)F)C=1C=C2C(=NNC2=CC1)NC(=O)C1CCN(CC1)C N-[5-(2-chloro-6-fluoro-3-methylphenyl)-1H-indazol-3-yl]-1-methylpiperidine-4-carboxamide hydrochloride